(S)-N-(2-((4,4-Difluorocyclohexyl)amino)-5-(3,5-dimethylisoxazol-4-yl)phenyl)-5-oxopyrrolidine-2-carboxamide FC1(CCC(CC1)NC1=C(C=C(C=C1)C=1C(=NOC1C)C)NC(=O)[C@H]1NC(CC1)=O)F